N[C@H](CC(=O)O)CCCNC(=O)OC(C)(C)C (3S)-3-amino-6-(tert-butoxy-carbonylamino)hexanoic acid